2-(4-methyl-3-pentenyl)-6-methyl-9-methacryloyloxy-10-methoxycarbonyloxy-1,4-dihydro-1,4-methanoanthracene CC(=CCCC=1C2C3=C(C4=CC=C(C=C4C(=C3C(C1)C2)OC(=O)OC)C)OC(C(=C)C)=O)C